The molecule is a member of the class of aflatoxins that is aflatoxin B1 in which the hydrogen at position 9a is replaced by a hydroxy group. It has a role as a mammalian metabolite, a human xenobiotic metabolite and an Aspergillus metabolite. It is an aflatoxin, an aromatic ether, a tertiary alcohol and an aromatic ketone. It derives from an aflatoxin B1. COC1=C2C3=C(C(=O)CC3)C(=O)OC2=C4C(=C1)O[C@@H]5[C@]4(C=CO5)O